FCC12OCC(C1)(C2)N2N=C1N=C(C(=CC1=C2)C(=O)O)OC(C)C 2-(1-(fluoromethyl)-2-oxabicyclo[2.1.1]hexan-4-yl)-6-isopropoxy-2H-pyrazolo[3,4-b]pyridine-5-carboxylic acid